CC1=CC=C(C=N1)NC(=O)[C@@H]1CC12CCN(CC2)C(=O)OC(C(F)(F)F)C(F)(F)F |r| 1,1,1,3,3,3-Hexafluoropropan-2-yl (±)-1-((6-methylpyridin-3-yl)carbamoyl)-6-azaspiro[2.5]octan-6-carboxylat